1-(benzenesulfonyl)indole-5-carbaldehyde C1(=CC=CC=C1)S(=O)(=O)N1C=CC2=CC(=CC=C12)C=O